3-(2-(sec-butyl-(ethyl)amino)ethyl)-1H-indol-4-ol C(C)(CC)N(CCC1=CNC=2C=CC=C(C12)O)CC